(2S)-6-amino-2-[4-[[4-[[(3R,4R)-1-(2-cyanoacetyl)-4-methyl-3-piperidinyl]-methyl-amino]pyrrolo[2,3-d]pyrimidine-7-carbonyl]amino]butyrylamino]hexanoic acid methyl ester hydrochloride Cl.COC([C@H](CCCCN)NC(CCCNC(=O)N1C=CC2=C1N=CN=C2N(C)[C@H]2CN(CC[C@H]2C)C(CC#N)=O)=O)=O